FC(C1(NC(OC1=O)=O)C(F)(F)F)(F)F 4,4-ditrifluoromethyloxazolidine-2,5-dione